BrC1=CN=C2C=CC(=NC2=C1)C1=C(N=C2N1C=CC=N2)C2=NC(=CC=C2)C 7-bromo-2-(2-(6-methylpyridin-2-yl)imidazo[1,2-a]pyrimidin-3-yl)-1,5-naphthyridine